(2S,3S)-3-fluoro-2-methylazetidin F[C@@H]1[C@@H](NC1)C